CC1=NC=CC(=C1C(F)(F)F)C 2,4-dimethyl-3-(trifluoromethyl)pyridine